1-(4-methoxybenzyl)-7-(1-methyl-1H-pyrazol-4-yl)-1,2,3,4-tetrahydroquinoxaline COC1=CC=C(CN2CCNC3=CC=C(C=C23)C=2C=NN(C2)C)C=C1